2-(3,5-Dichloro-4-((2-isopropyl-4-methylquinolin-6-yl)oxy)phenyl)-3,5-dioxo-2,3,4,5-tetrahydro-1,2,4-triazine-6-carbonitrile ClC=1C=C(C=C(C1OC=1C=C2C(=CC(=NC2=CC1)C(C)C)C)Cl)N1N=C(C(NC1=O)=O)C#N